N-acetyl-D-Leucine C(C)(=O)N[C@H](CC(C)C)C(=O)O